5-(4,4,5,5-tetramethyl-1,3-dioxolan-2-yl)-1H-indazole CC1(OC(OC1(C)C)C=1C=C2C=NNC2=CC1)C